(S)-5-chloro-1'-[2-({3-oxo-1H,2H,3H,5H,6H,10bH-imidazo[4,3-a]isoquinolin-8-yl}oxy)ethyl]-1,2-dihydrospiro[indole-3,4'-piperidin]-2-one ClC=1C=C2C(=CC1)NC(C21CCN(CC1)CCOC=1C=C2CCN3[C@@H](C2=CC1)CNC3=O)=O